[Si](C)(C)(C(C)(C)C)C#CC1=CC(=C(C=N1)C1=C(C2=C(N=CN=C2N)O1)C1=CC(=C(C=C1)OC1=NC=CC(=N1)C)F)C 6-{6-[2-(tert-butyldimethylsilyl)ethynyl]-4-methylpyridin-3-yl}-5-{3-fluoro-4-[(4-methylpyrimidin-2-yl)oxy]phenyl}furo[2,3-d]pyrimidin-4-amine